2-{3-[(2R,6S)-2,6-dimethylmorpholine-4-carbonyl]-5,6-dihydrocyclopenta[c]pyrazol-1(4H)-yl}-1-[4-(naphthalen-1-yl)piperidin-1-yl]ethan-1-one C[C@@H]1CN(C[C@@H](O1)C)C(=O)C=1C2=C(N(N1)CC(=O)N1CCC(CC1)C1=CC=CC3=CC=CC=C13)CCC2